methyl-(2R,4R)-4-((6-bromo-3-fluoropyridin-2-yl) methyl)-1-(1-(3-chloro-2-fluorophenyl) ethyl)-2-methylpiperidine-4-carboxylate COC(=O)[C@]1(C[C@H](N(CC1)C(C)C1=C(C(=CC=C1)Cl)F)C)CC1=NC(=CC=C1F)Br